(3S)-1-(6-chloropyridazin-3-yl)piperidin-3-ol ClC1=CC=C(N=N1)N1C[C@H](CCC1)O